OC(=O)C(F)(F)F.N1=CN=CC(=C1)C(=O)N pyrimidine-5-carboxamide TFA salt